C(C)(=O)C1=C2C(C(=NN(C2=CC=C1)C1=CC=C(C=C1)OC(F)(F)F)C(=O)O)=O 5-acetyl-4-oxo-1-[4-(trifluoromethoxy)phenyl]cinnoline-3-carboxylic acid